N-[4-(4-methyl-2-phenylpiperazine-1-carbonyl)-3-(3-methylpyrazol-1-yl)phenyl]cyclopropanecarboxamide CN1CC(N(CC1)C(=O)C1=C(C=C(C=C1)NC(=O)C1CC1)N1N=C(C=C1)C)C1=CC=CC=C1